6-(3-methoxyphenyl)pyrimidine COC=1C=C(C=CC1)C1=CC=NC=N1